3-cyano-N-(5-fluoropyridin-2-yl)-5-(4-methyl-pyridin-3-yl)benzamide C(#N)C=1C=C(C(=O)NC2=NC=C(C=C2)F)C=C(C1)C=1C=NC=CC1C